aluminum calcium [Ca].[Al]